ClC=1C(N(C(=CC1OCC1=C(C#N)C=C(C=C1)F)C)C1=C(C=CC=C1F)F)=O 2-({[3-chloro-1-(2,6-difluorophenyl)-6-methyl-2-oxo-1,2-dihydropyridin-4-yl]oxy}methyl)-5-fluorobenzonitrile